N1=CN=C(C2=CC=CC=C12)C1=CC=2C(C3=CC=CC=C3C2C=C1)=O 2-(Quinazolin-4-yl)-9H-fluoren-9-one